C(C1=CC=CC=C1)(=O)N\C(=N/C(C1=CC=CC=C1)=O)\SCC ethyl (E)-N,N'-dibenzoylcarbamimidothioate